benzyl (E)-2-((2'-(diphenylphosphino)-[1,1'-biphenyl]-2-yl) methyl)-3-phenylpropionate C1(=CC=CC=C1)P(C1=C(C=CC=C1)C1=C(C=CC=C1)CC(C(=O)OCC1=CC=CC=C1)CC1=CC=CC=C1)C1=CC=CC=C1